4-fluoro-N-((S)-1-oxo-3-phenyl-1-(4-(N-((S)-tetrahydrofuran-3-yl)sulfamoyl)phenylamino)propan-2-yl)benzamide FC1=CC=C(C(=O)N[C@H](C(NC2=CC=C(C=C2)S(N[C@@H]2COCC2)(=O)=O)=O)CC2=CC=CC=C2)C=C1